COC(OCCOC(=O)OC)=O 2,5-dioxaadipic acid dimethyl ester